C[C@@H]1[C@H](NC2=C(O1)C(=NC(=N2)N)N2C[C@@H](CC2)NC)C (6R,7R)-6,7-Dimethyl-4-((R)-3-(methylamino)pyrrolidin-1-yl)-7,8-dihydro-6H-pyrimido[5,4-b][1,4]oxazin-2-amine